1-(4-(bicyclo[2.2.2]oct-5-en-2-ylmethoxy)-2-methylbenzyl)azetidine-3-carboxylic acid C12C(CC(C=C1)CC2)COC2=CC(=C(CN1CC(C1)C(=O)O)C=C2)C